N1[C@@H](CC1)COC1=NC=CC2=CC(=C(C=C12)OC(C)C)C(=O)N 1-[(2S)-azetidin-2-ylmethoxy]-7-(propan-2-yloxy)isoquinoline-6-carboxamide